rac-(3S,4S)-1,3-dimethylpiperidin-4-amine CN1C[C@@H]([C@H](CC1)N)C |r|